FC(S(=O)(=O)OC1=NN(C(=C1C)N)C)(F)F (5-amino-1,4-dimethyl-pyrazol-3-yl) trifluoromethanesulfonate